C(C1=CC=CC=C1)[N+](=CC=CCCCCCC)[O-] N-benzylnon-2-en-1-imine oxide